Cl.C(C)(=O)O acetate hydrochloride salt